5-((3-chlorophenyl)amino)benzo[c][2,6]naphthyridine-8-carboxylic acid ClC=1C=C(C=CC1)NC1=NC2=C(C3=CN=CC=C13)C=CC(=C2)C(=O)O